C(C1=CC=CC=C1)SC1=CC=C2C(=N1)CCN2C(=O)C2=C(C=CC=C2)N(S(=O)(=O)C)C N-(2-(5-(benzylthio)-2,3-dihydro-1H-pyrrolo[3,2-b]pyridine-1-carbonyl)phenyl)-N-methylmethanesulfonamide